FC1=CC=C(C=C1)CN(C(C)=O)C1(CN(C1)C)C(F)(F)F N-[(4-fluorophenyl)methyl]-N-[1-methyl-3-(trifluoromethyl)azetidin-3-yl]acetamide